FC(OC1=C(C#N)C=CC=C1)(F)F (trifluoromethoxy)benzonitrile